O=C1NC(CCC1N1C(C2=CC=CC(=C2C1=O)OCC1=CC=C(C=C1)CN1CCN(CC1)S(=O)(=O)C(F)(F)F)=O)=O 2-(2,6-DIOXOPIPERIDIN-3-YL)-4-((4-((4-((TRIFLUOROMETHYL)SULFONYL)PIPERAZIN-1-YL)METHYL)BENZYL)OXY)ISOINDOLINE-1,3-DIONE